O(C1=CC=CC=C1)C=1C=C(C(=O)N)C=CN1 2-phenoxyisonicotinamide